2,3-dimethyl-9,10-bis(n-butoxycarbonyloxy)anthracene CC1=CC2=C(C3=CC=CC=C3C(=C2C=C1C)OC(=O)OCCCC)OC(=O)OCCCC